N-(4-(4-amino-7-oxo-3-(4-(pyrrolidine-1-carbonyl)phenyl)-6,7-dihydro-1H-pyrrolo[2,3-d]pyridazin-2-yl)phenyl)methacrylamide NC=1C2=C(C(NN1)=O)NC(=C2C2=CC=C(C=C2)C(=O)N2CCCC2)C2=CC=C(C=C2)NC(C(=C)C)=O